methyl 5-(2-hydroxyethyl)-10-(4-methoxybenzyl)-11-oxo-10,11-dihydro-5H-dibenzo[b,f][1,4]diazepine-8-carboxylate OCCN1C2=C(N(C(C3=C1C=CC=C3)=O)CC3=CC=C(C=C3)OC)C=C(C=C2)C(=O)OC